C(C)(C)C1=C(NC2=CC=C(C=C12)C1CCNCC1)C1=C(C=NC=C1)C 3-isopropyl-2-(3-methylpyridin-4-yl)-5-(piperidin-4-yl)-1H-indole